(5S)-5-{[(3S)-3-Fluoropyrrolidin-1-yl]carbonyl}-2-{[2-(trifluoromethyl)-1,8-naphthyridin-3-yl]methyl}-5,6,7,8-tetrahydro[1,2,4]triazolo[4,3-a]pyridin-3(2H)-one F[C@@H]1CN(CC1)C(=O)[C@@H]1CCCC=2N1C(N(N2)CC=2C(=NC1=NC=CC=C1C2)C(F)(F)F)=O